CC(C(=O)OCCC(C(=O)O)C(C)=O)=C 2-[2-[(2-methyl-1-oxo-2-propen-1-yl)oxy]ethyl]-3-oxobutanoic acid